Methyl 3-amino-4,4-dimethylpentanoate NC(CC(=O)OC)C(C)(C)C